C(C)(C)(C)OC(=O)N(CC(C(=O)O)C1=CC(=C(C=C1)F)Cl)C 3-((tert-butoxycarbonyl)(methyl)amino)-2-(3-chloro-4-fluorophenyl)propionic acid